[Cl-].C[Si](CCC[NH3+])(C)C 3-(trimethylsilyl)propyl-ammonium chloride